3-{[(2S,5S)-2-[(4-methanesulfonylphenoxy)methyl]-octahydroindolizin-5-yl]methyl}-5-chlorobenzonitrile CS(=O)(=O)C1=CC=C(OC[C@H]2CC3CCC[C@H](N3C2)CC=2C=C(C#N)C=C(C2)Cl)C=C1